C(C=C)(=O)OCC(CC(C(C(C(C(C(F)(F)F)(F)F)(F)F)(F)F)(F)F)(F)F)O 3-(perfluorohexyl)-2-hydroxypropyl acrylate